FC=1C(=NC=CC1I)C1(COC1)C#N 3-(3-fluoro-4-iodopyridin-2-yl)oxetan-3-carbonitrile